bis(4-mercaptomethylphenyl) ether SCC1=CC=C(C=C1)OC1=CC=C(C=C1)CS